OC(C#CC1=CC=2C(=NC=C(C2)C#N)N1S(=O)(=O)C1=CC=C(C)C=C1)(C)C 2-(3-hydroxy-3-methylbut-1-yn-1-yl)-1-p-toluenesulfonyl-1H-pyrrolo[2,3-b]pyridine-5-carbonitrile